2-methoxy-4-methyl-5-(1-methyl-1H-pyrazol-4-yl)benzoic acid COC1=C(C(=O)O)C=C(C(=C1)C)C=1C=NN(C1)C